Cl.Cl.CC1=NC=C(C=N1)[C@@H](C)N (1R)-1-(2-methylpyrimidin-5-yl)ethylamine dihydrochloride